C(#N)CC(=O)NC1=C2C=CN(C2=CC=C1)C1=CC(=NC=C1)NC(=O)C1CC1 N-(4-(4-(2-Cyanoacetamido)-1H-indol-1-yl)pyridin-2-yl)cyclopropancarboxamid